2-(5-fluoro-2-(3-(1-(2-methoxyethyl)-1H-indazole-3-carboxamido)-4-(piperidin-1-yl)benzamido)phenyl)acetic acid FC=1C=CC(=C(C1)CC(=O)O)NC(C1=CC(=C(C=C1)N1CCCCC1)NC(=O)C1=NN(C2=CC=CC=C12)CCOC)=O